N(=[N+]=[N-])CCOCCOCCOCCNC1=CC=C(C=N1)C1=CC=C2CC(NC2=C1)=O 6-(6-((2-(2-(2-(2-azidoethoxy)ethoxy)ethoxy)ethyl)amino)pyridin-3-yl)indolin-2-one